3,5-diisobutylstyrene C(C(C)C)C=1C=C(C=C)C=C(C1)CC(C)C